CN([C@@H](CS)C(=O)O)C(=O)OC(C)(C)C methyl-(t-butoxycarbonyl)-L-cysteine